NC=1C2=C(N=CN1)N(C=C2C#CC2=NC1=CC=CC=C1N=C2)[C@@H]2O[C@@H]([C@H]([C@H]2O)O)CSCC=2C(=NOC2C2=CC=CC=C2)C (2R,3R,4S,5S)-2-(4-Amino-5-(quinoxalin-2-ylethynyl)-7H-pyrrolo[2,3-d]pyrimidin-7-yl)-5-((((3-methyl-5-phenylisoxazol-4-yl)methyl)thio)methyl)tetrahydrofuran-3,4-diol